(Z)-2-(3,5-difluorophenyl)-N-hydroxyacetimidamide FC=1C=C(C=C(C1)F)C/C(/NO)=N/[H]